Ethyl (1S,7a'S)-2,2-difluoro-5'-oxodihydro-1'H,3'H-spiro[cyclopropane-1,2'-pyrrolizine]-7a'(5'H)-carboxylate FC1(C[C@]12C[C@@]1(CCC(N1C2)=O)C(=O)OCC)F